(1R,5S,6s)-3-Azabicyclo[3.1.0]hexan [C@@H]12CNC[C@H]2C1